alpha-muramic acid O[C@@H]1[C@H](N)[C@@H](O[C@@H](C(=O)O)C)[C@H](O)[C@H](O1)CO